N[C@@H]1[C@H](CCCC1(F)F)N1CCC(CC1)N(C(C)C)C 1-[(1S,2R)-2-amino-3,3-difluorocyclohexyl]-N-methyl-N-(propan-2-yl)piperidin-4-amine